para-hydroxyphenyl-hydantoin OC1=CC=C(C=C1)N1C(=O)NC(=O)C1